1-(6-(METHOXY)PYRIDAZIN-3-YL)CYCLOPROPANE-1-CARBOXAMIDE COC1=CC=C(N=N1)C1(CC1)C(=O)N